5-androstene-3beta-ol-17-one C[C@]12CC[C@H]3[C@H]([C@@H]1CCC2=O)CC=C4[C@@]3(CC[C@H](C4)O)C